C(C)(C)C1=NC=C(C(=N1)OC1=CC=CC=C1)C(=O)NC\C=C\S(=O)(=O)C (E)-2-isopropyl-N-(3-(methylsulfonyl)allyl)-4-phenoxypyrimidine-5-carboxamide